4-methyl-5-(4,4,5,5-tetramethyl-1,3-dioxolan-2-yl)oxazole CC=1N=COC1C1OC(C(O1)(C)C)(C)C